(S)-N-(4-(4-amino-7-(1-(1-isopropylazetidin-3-yl)-1H-pyrazol-4-yl)-1-methyl-1H-pyrazolo[4,3-c]pyridin-3-yl)-2-(1-(4-fluorophenyl)ethoxy)phenyl)-1,1-difluoromethanesulfonamide NC1=NC=C(C2=C1C(=NN2C)C2=CC(=C(C=C2)NS(=O)(=O)C(F)F)O[C@@H](C)C2=CC=C(C=C2)F)C=2C=NN(C2)C2CN(C2)C(C)C